[O-2].[O-2].[O-2].[Fe+2].[Fe+2] di-iron-trioxide